3-(4-(bis(2-hydroxydodecyl)amino)butyl)-6-(4-((2-hydroxydodecyl)(2-hydroxyundecyl)amino)butyl)-1,4-dioxane-2,5-dione OC(CN(CCCCC1C(OC(C(O1)=O)CCCCN(CC(CCCCCCCCC)O)CC(CCCCCCCCCC)O)=O)CC(CCCCCCCCCC)O)CCCCCCCCCC